4-((4-methoxybenzyl)oxy)-4-methyl-3-oxopentanenitrile COC1=CC=C(COC(C(CC#N)=O)(C)C)C=C1